2-mercapto-N6-isopentenyladenine SC1=NC(=C2NC=NC2=N1)NCCC(=C)C